3-Fluoro-2-methoxy-benzoic acid [(2R)-3-(3-ethyl-4-oxo-spiro[6,8-dihydro-5H-pyrazolo[4,3-c]azepin-7,4'-tetrahydropyran]-1-yl)-2-methyl-propyl] ester C(C)C1=NN(C2=C1C(NCC1(CCOCC1)C2)=O)C[C@H](COC(C2=C(C(=CC=C2)F)OC)=O)C